ClC=1C=C2C(=CC1Cl)NC([C@]21CN(CC1)C(=O)[C@H]1C[C@@](CC1)(CO)O)=O |o1:17,19| (S)-5,6-dichloro-1'-((1R,3S)-rel-3-hydroxy-3-(hydroxymethyl)cyclopentane-1-carbonyl)spiro[indoline-3,3'-pyrrolidin]-2-one